7-bromo-4-(isopropylamino)-5H-pyrido[3,2-b]indole-3-carboxylic acid ethyl ester C(C)OC(=O)C1=C(C=2NC=3C=C(C=CC3C2N=C1)Br)NC(C)C